C(C)OC1=C(C=C(C=C1)C)C1(OCCC1)C(=O)NS(=O)(=O)C=1C=2C=CC(=NC2C=CC1)C 2-(2-ethoxy-5-methylphenyl)-N-(2-methylquinoline-5-sulfonyl)oxolane-2-carboxamide